ethyl 1-(9-ethyl-6-morpholino-8-(pyridin-4-yl)-9H-purin-2-yl)-4-phenyl-1H-pyrazole-5-carboxylate C(C)N1C2=NC(=NC(=C2N=C1C1=CC=NC=C1)N1CCOCC1)N1N=CC(=C1C(=O)OCC)C1=CC=CC=C1